3-[(6,7-Dichloro-3-iodo-1H-indol-4-yl)oxy]cyclobutanol ClC1=CC(=C2C(=CNC2=C1Cl)I)OC1CC(C1)O